C1(CCCCC1)CCC(CCCCCCCC)CCC1CCCCC1 1-cyclohexyl-3-(2-cyclohexylethyl)undecane